2-(3,4-dimethoxyphenyl)-3-isopropyl-5-(2-(4-methylpiperazin-1-yl)pyrimidin-5-yl)-1H-indole COC=1C=C(C=CC1OC)C=1NC2=CC=C(C=C2C1C(C)C)C=1C=NC(=NC1)N1CCN(CC1)C